CO[SiH2]C1=NC=CC=C1 methoxy-2-pyridyl-silane